N-((1s,4s)-4-((7-morpholino-1,6-naphthyridin-5-yl)oxy)cyclohexyl)pyridazin O1CCN(CC1)C1=NC(=C2C=CC=NC2=C1)OC1CCC(CC1)N1NC=CC=C1